tert-butyl-(3R)-3-aminopiperidine C(C)(C)(C)N1C[C@@H](CCC1)N